P(OC1=C(C=C(C=C1)C(CCC)(CCC)CCC)C(CCC)(CCC)CCC)(OC1=C(C=C(C=C1)C(CCC)(CCC)CCC)C(CCC)(CCC)CCC)OC1=C(C=C(C=C1)C(CCC)(CCC)CCC)C(CCC)(CCC)CCC tris(2,4-bis(4-propylheptan-4-yl) phenyl) phosphite